BrC=1C=C2C(=NC1NC(OC(C)(C)C)=O)OCCO2 tert-butyl N-(7-bromo-2,3-dihydro-[1,4]dioxino[2,3-b]pyridin-6-yl)carbamate